6-(tert-Butyl)-5-(diethylamino)thieno[2,3-d]pyrimidin C(C)(C)(C)C1=C(C2=C(N=CN=C2)S1)N(CC)CC